C(C)(C)(C)C1=C(C(C=C2N(C3=CC=CC=C3N=C12)C1=CC=C(C=C1)Cl)=N)NC1=CC=C(C=C1)Cl tert-butyl-N,5-bis(4-chlorophenyl)-3-imino-3,5-dihydrophenazin-2-amine